ClC1=C(C=CC=C1)CN1N=C(C=C1C=1C=C2C=NN(C2=CC1)C)COC(C(=O)O)(C)C 2-([1-[(2-Chlorophenyl)methyl]-5-(1-methyl-1H-indazol-5-yl)-1H-pyrazol-3-yl]-methoxy)-2-methylpropanoic acid